CN(CCN1CCN(CC1)C=1C=NC2=CC=C(N=C2C1)C=1C(=NNC1)C1=NC(=CC=C1)C)C N,N-dimethyl-2-[4-[6-[3-(6-methyl-2-pyridyl)-1H-pyrazol-4-yl]-1,5-naphthyridin-3-yl]piperazin-1-yl]ethanamine